COC1=C(C=O)C(=CC(=C1)C1=CN(C(C2=CN=CC=C12)=O)C)OC 2,6-Dimethoxy-4-(2-methyl-1-oxo-1,2-dihydro-2,7-naphthyridin-4-yl)benzaldehyde